4-cyclooctylphosphino-1,4-benzenediol C1(CCCCCCC1)PC1(CC=C(C=C1)O)O